C(#N)C[C@H](CC1=CC=C(C=C1)[N+](=O)[O-])NC(OC(C)(C)C)=O (S)-tert-butyl (1-cyano-3-(4-nitrophenyl)propan-2-yl)carbamate